CC1=NN(C(=C1)C)CC(=O)NCCC[Si](OC)(OC)OC 3,5-dimethyl-N-[3-(trimethoxysilyl)propyl]-1H-pyrazole-1-carboxyamide